N-[(S)-1-(3,4-dimethoxyphenyl)ethyl]-4-[(S)-5-methyl-1,4-diazepan-1-yl]-8-cyclopropyl-6-methyl-1,7-diaza-3-naphthamide COC=1C=C(C=CC1OC)[C@H](C)NC(=O)C=1C=NC2=C(N=C(C=C2C1N1CCN[C@H](CC1)C)C)C1CC1